OCCOC1=CC(=NC=C1)C=1N=C(C2=C(N1)CCC2)N(CC(=O)NC=2C=NC(=NC2)OC)C 2-({2-[4-(2-hydroxyethoxy)pyridin-2-yl]-5H,6H,7H-cyclopenta[d]pyrimidin-4-yl}(methyl)amino)-N-(2-methoxypyrimidin-5-yl)acetamide